4-(5-bromo-6-ethylpyridin-2-yl)-1-methyl-1H-pyridin BrC=1C=CC(=NC1CC)C1=CCN(C=C1)C